N1CCC(CC1)C1=CC=C(C=C1)C#CCN 3-(4-(piperidin-4-yl)phenyl)prop-2-yn-1-amine